5-(2,4-dihydroxyphenyl)-N-(2-(piperidin-1-yl)ethyl)-4H-1,2,4-triazole-3-carboxamide OC1=C(C=CC(=C1)O)C=1NC(=NN1)C(=O)NCCN1CCCCC1